2-dicyclohexylphosphino-2'-methoxy-4',6'-di-tert-butylbiphenyl C1(CCCCC1)P(C1=C(C=CC=C1)C1=C(C=C(C=C1C(C)(C)C)C(C)(C)C)OC)C1CCCCC1